(S)-2-((S)-4,4-difluoro-3-(6-oxo-1,6-dihydro-pyridin-3-yl)piperidin-1-yl)-N-(5-(2,4-difluoro-6-(hydroxy-methyl)phenoxy)pyridin-2-yl)propan-amide FC1([C@H](CN(CC1)[C@H](C(=O)NC1=NC=C(C=C1)OC1=C(C=C(C=C1CO)F)F)C)C1=CNC(C=C1)=O)F